C/1=C\CCC=CCCCCCC1 trans-1,5-cyclododecadiene